C(C)(C)(C)OC(=O)N1C2(CCC1CC2)C(=O)O 7-(tert-butoxycarbonyl)-7-azabicyclo[2.2.1]heptane-1-carboxylic acid